C1(CC1)CN1N=C(C(=C1C)C=1C=C(C=CC1)C1=C2C(=NC=C1)N=CN2)C 7-(3-(1-(cyclopropylmethyl)-3,5-dimethyl-1H-pyrazol-4-yl)phenyl)-1H-imidazo[4,5-b]pyridine